(R)-3-((R)-3-(3-(2-aminoethoxy)phenyl)-1-(tert-butoxy)-1-oxopropane-2-yl)pyrrolidine-1-carboxylic acid tert-butyl ester C(C)(C)(C)OC(=O)N1C[C@H](CC1)[C@H](C(=O)OC(C)(C)C)CC1=CC(=CC=C1)OCCN